8-amino-6-bromo-2-methylimidazo[1,2-a]pyrazine-3-carboxylic acid NC=1C=2N(C=C(N1)Br)C(=C(N2)C)C(=O)O